ethyl 2,4,6-trimethylbenzoylphosphinate CC1=C(C(=O)P(OCC)=O)C(=CC(=C1)C)C